ClC=1C=C(C=C(C1)F)C1=C(C(=CC=C1)C[C@@H]1N(C[C@@H]([C@@H]1NS(=O)(=O)C)F)C(C(C)(C)O)=O)F N-[(2S,3R,4S)-2-[(3'-chloro-2,5'-difluoro[1,1'-biphenyl]-3-yl)methyl]-4-fluoro-1-(2-hydroxy-2-methylpropanoyl)pyrrolidin-3-yl]methanesulfonamide